4-((2'-(((1-(3,5-bis(trifluoromethyl)phenyl)-1-hydroxypropan-2-yl)(methyl)amino)methyl)-6-Methoxy-4-methyl-4'-(trifluoromethyl)-[1,1'-biphenyl]-3-yl)oxy)butanoic acid FC(C=1C=C(C=C(C1)C(F)(F)F)C(C(C)N(C)CC1=C(C=CC(=C1)C(F)(F)F)C1=CC(=C(C=C1OC)C)OCCCC(=O)O)O)(F)F